C(#N)C=1C=C(C(=C2C3=C(NC12)CCCCC3)C3=CCCN(C3)C(=O)OC(C)(C)C)F tert-butyl 5-(4-cyano-2-fluoro-5,6,7,8,9,10-hexahydrocyclohepta[b]indol-1-yl)-3,6-dihydropyridine-1(2H)-carboxylate